NC1=C(C(NC2=C(C=CC=C12)C1=CC(=NC=C1F)COC1=NC=CC=C1)=O)C(=O)NCCC 4-Amino-8-(5-fluoro-2-((pyridin-2-yloxy)methyl)pyridin-4-yl)-2-oxo-N-propyl-1,2-dihydroquinoline-3-carboxamide